CC1=CN(C2=CC=C(C=C12)Br)S(=O)(=O)C1=CC=C(C)C=C1 3-methyl-5-bromo-1-p-toluenesulfonyl-1H-indole